BrC=1C=C2C(=NC1)C=CO2 6-bromofuro[3,2-b]pyridine